tert-butyl (R)-(7-(2-(3-((6-(2-hydroxy-4-(trifluoromethyl)phenyl)-5-methylpyridazin-3-yl)amino)piperidin-1-yl)acetyl)-7-azaspiro[3.5]nonan-2-yl)carbamate OC1=C(C=CC(=C1)C(F)(F)F)C1=C(C=C(N=N1)N[C@H]1CN(CCC1)CC(=O)N1CCC2(CC(C2)NC(OC(C)(C)C)=O)CC1)C